NC1=NN2C(C=C(C=C2)C=2C=C(C(=NC2)OC)C(=O)NCC2=C(C=CC=C2F)OCC2CCC2)=N1 5-{2-amino-[1,2,4]triazolo[1,5-a]pyridin-7-yl}-N-{[2-(cyclobutylmethoxy)-6-fluorophenyl]methyl}-2-methoxypyridine-3-carboxamide